BrC1=C(C=C2C(=NC(=NC2=C1O[C@@H](C)C1=CC=CC=C1)OC1CCOCC1)N1[C@@H]2CN([C@H](C1)C2)C(=O)OC(C)(C)C)C2CC2 tert-butyl (1S,4S)-5-{7-bromo-6-cyclopropyl-2-[(oxan-4-yl)oxy]-8-[(1S)-1-phenylethoxy]quinazolin-4-yl}-2,5-diazabicyclo[2.2.1]heptane-2-carboxylate